2-(β-Hydroxyethyl)-p-phenylenediamine OCCC1=C(C=CC(=C1)N)N